[C@@H](C)(CC)N1N=CC=2C1=NC(=NC2NC=2N=CN(C2)C2=CC(=C(C(=C2)OC)OC)OC)Cl (R)-1-(sec-butyl)-6-chloro-N-(1-(3,4,5-trimethoxyphenyl)-1H-imidazol-4-yl)-1H-pyrazolo[3,4-d]Pyrimidine-4-amine